C(#N)[C@H](CC1=CC=C(C=C1)C1=CC(=C(C=C1)F)F)NC(=O)[C@H]1OCCCNC1 (2S)-N-[(1S)-1-Cyano-2-(3',4'-Difluorobiphenyl-4-yl)Ethyl]-1,4-Oxazepane-2-Carboxamide